C1(=CC=CC=C1)C(CNC(=O)C1=COC=C1)C1=CC=CC=C1 N-(2,2-diphenylethyl)furan-3-carboxamide